N[C@@H](CCCCN1C(C2C3(C(=C(C(C2(C1=O)Br)(C3=O)C)C3=CC=CC=C3)C3=CC=CC=C3)C)=O)C=3OC(=NN3)C (1S)-1-Amino-5-(3a-bromo-4,7-dimethyl-1,3,8-trioxo-5,6-diphenyl-1,3,3a,4,7,7a-hexahydro-2H-4,7-methanoisoindol-2-yl)-1-(5-methyl-1,3,4-oxadiazol-2-yl)pentan